BrC1=CC=2C(=NN(N2)C2=CC=CC=C2)C=C1 5-bromo-2-phenyl-2H-benzo[d][1,2,3]triazole